2-PICOLINE N1=C(C=CC=C1)C